2-propylisothiocyanate CC(C)N=C=S